Benzyl (S)-4-(4-(((S)-1-(tert-butoxycarbonyl)pyrrolidin-3-yl)oxy)-3-cyclohexylbenzoyl)-3-isopropylpiperazine-1-carboxylate C(C)(C)(C)OC(=O)N1C[C@H](CC1)OC1=C(C=C(C(=O)N2[C@H](CN(CC2)C(=O)OCC2=CC=CC=C2)C(C)C)C=C1)C1CCCCC1